C(=O)(O)[C@H](O)[C@@H](O)C(=O)O.NC1=C2C(=NC=N1)N(N=C2C2=CC=C(C=C2)OC2=CC=CC=C2)C2CCN(CC2)C2CN(C2)C2CN(C2)C=2C=C1C(N(C(C1=CC2)=O)C2C(NC(CC2)=O)=O)=O 5-[3-[3-[4-[4-amino-3-(4-phenoxyphenyl)pyrazolo[3,4-d]pyrimidin-1-yl]-1-piperidyl]azetidin-1-yl]azetidin-1-yl]-2-(2,6-dioxo-3-piperidyl)isoindoline-1,3-dione L-tartrate